bromo-2-fluoro-5-hydroxybenzoic acid methyl ester COC(C1=C(C(=CC(=C1)O)Br)F)=O